2-[4-[[[6-[cyclopropyl-[[4-(trifluoromethoxy)phenyl]methyl]amino]-5-fluoro-pyrimidin-4-yl]amino]methyl]phenyl]acetamide C1(CC1)N(C1=C(C(=NC=N1)NCC1=CC=C(C=C1)CC(=O)N)F)CC1=CC=C(C=C1)OC(F)(F)F